CN1CCC(CC1)C(=O)OCCOCCOCCOCCOCCN(CCCCCCCC)C(C(COCCCCCCOC(C(CCCCCCCC)CCCCCC)=O)OCCCCCCOC(C(CCCCCCCC)CCCCCC)=O)=O 2-[2-[2-[2-[2-[2,3-bis[6-(2-hexyldecanoyloxy) hexoxy] propanoyl-octyl-amino]ethoxy]ethoxy] ethoxy]ethoxy]ethyl 1-methylpiperidine-4-carboxylate